dimethyl 2-[(5-dodecyl-2-furanyl)methylene]propanedioate C(CCCCCCCCCCC)C1=CC=C(O1)C=C(C(=O)OC)C(=O)OC